The molecule is a xylose phosphate that is 3-O-(6-O-phosphono-alpha-D-mannopyranosyl)-alpha-D-mannopyranose in which the dihydrogen phosphate group is condensed with the anomeric hydroxy group of alpha-D-xylose. It is a conjugate acid of a 3-O-(6-O-alpha-D-xylosylphospho-alpha-D-mannopyranosyl)-alpha-D-mannopyranose(1-). C1[C@H]([C@@H]([C@H]([C@H](O1)OP(=O)(O)OC[C@@H]2[C@H]([C@@H]([C@@H]([C@H](O2)O[C@H]3[C@@H]([C@H](O[C@@H]([C@H]3O)O)CO)O)O)O)O)O)O)O